1-[2-[2-(difluoromethoxy)-5-methyl-4-pyridinyl]-6-[6-fluoro-5-[(6-methylpyridazin-3-yl)amino]benzimidazol-1-yl]-3-pyridinyl]ethanol FC(OC1=NC=C(C(=C1)C1=NC(=CC=C1C(C)O)N1C=NC2=C1C=C(C(=C2)NC=2N=NC(=CC2)C)F)C)F